FC=1C=C(C#N)C=CC1C1=CN=C(N1)C1N(CCCC1)C(C(C)SC)=O 3-fluoro-4-(2-(1-(2-(methylthio)propanoyl)piperidin-2-yl)-1H-imidazol-5-yl)benzonitrile